4-[2-(N-[3,3-difluorocyclohexyl]anilino)-2-oxo-ethyl]-1-(2-fluoro-4-isopropyl-benzoyl)piperidine-4-carboxylic acid FC1(CC(CCC1)N(C1=CC=CC=C1)C(CC1(CCN(CC1)C(C1=C(C=C(C=C1)C(C)C)F)=O)C(=O)O)=O)F